2-(4-chlorophenyl)-N-(2-methoxyethyl)benzotriazol-5-amine ClC1=CC=C(C=C1)N1N=C2C(=N1)C=CC(=C2)NCCOC